COC=1C=C2CCN3[C@@H](C2=CC1OC)CC(C(C3)=C[O-])=O.[Na+] |r| sodium (±)-(9,10-dimethoxy-2-oxo-1,6,7,11b-tetrahydro-2H-pyrido[2,1-a]isoquinolin-3(4H)-ylidene)methanolate